4-(6-chloro-3-((1-(4,7-dimethyl-3-(2-morpholinoethyl)-5-oxo-4,5-dihydro-3H-pyrazolo[3,4-c]isoquinolin-9-yl)ethyl)amino)pyridin-2-yl)-2-fluoro-N-methylbenzamide ClC1=CC=C(C(=N1)C1=CC(=C(C(=O)NC)C=C1)F)NC(C)C=1C=2C3=C(N(C(C2C=C(C1)C)=O)C)N(N=C3)CCN3CCOCC3